O[C@@H](CCOS(=O)(=O)C)C methanesulfonic acid (R)-3-hydroxybutyl ester